(E)-2-methylbut-2-enoic acid C/C(/C(=O)O)=C\C